1-((5,6-bis(benzyloxy)pyrimidin-4-yl)methyl)-4-(4-((4-(morpholinomethyl)phenyl)ethynyl)phenyl)pyrrolidin-2-one C(C1=CC=CC=C1)OC=1C(=NC=NC1OCC1=CC=CC=C1)CN1C(CC(C1)C1=CC=C(C=C1)C#CC1=CC=C(C=C1)CN1CCOCC1)=O